(S)-6-ethyl-2-((4-((2-hydroxy-1-phenylethyl)amino)-5-(3-morpholino-1,2,4-oxadiazol-5-yl)pyridin-2-yl)amino)-7,7-dimethyl-6,7-dihydro-5H-pyrrolo[3,4-d]pyrimidin-5-one C(C)N1C(C=2N=C(N=CC2C1=O)NC1=NC=C(C(=C1)N[C@H](CO)C1=CC=CC=C1)C1=NC(=NO1)N1CCOCC1)(C)C